C1(CC1)N(C(=O)Cl)C1=CC=CC=C1 N-cyclopropyl-N-phenyl-carbamoyl chloride